(2S,4S)-1-benzyloxycarbonyl-4-[[6-[2-[tert-butoxycarbonyl-[3-[tert-butoxycarbonyl(methyl)amino]propyl]amino]phenyl]-2-pyridyl]amino]pyrrolidine-2-carboxylic acid C(C1=CC=CC=C1)OC(=O)N1[C@@H](C[C@@H](C1)NC1=NC(=CC=C1)C1=C(C=CC=C1)N(CCCN(C)C(=O)OC(C)(C)C)C(=O)OC(C)(C)C)C(=O)O